(4-bromomethyl-phenyl)propionitrile BrCC1=CC=C(C=C1)C(C#N)C